1,1,1,4,4,6,6,6-Octafluoro-2,3,5-tris(trifluoromethyl)-2,3,5-hexantriol FC(C(C(C(C(C(F)(F)F)(O)C(F)(F)F)(F)F)(O)C(F)(F)F)(O)C(F)(F)F)(F)F